FC1=C(C(=CC(=C1)[N+](=O)[O-])F)N1CCC(CC1)CC(=O)OC(C)(C)C tert-butyl 2-[1-(2,6-difluoro-4-nitro-phenyl)-4-piperidyl]acetate